C(CC)[Al](CCC)Cl Di-n-propylaluminium chloride